Sodium N-(2,2-difluoro-3β,7β-dihydroxy-5β-cholan-24-oyl)aniline-2-sulfonic acid FC1([C@@H](C[C@H]2C[C@@H]([C@H]3[C@@H]4CC[C@H]([C@@H](CCC(=O)NC=5C(=CC=CC5)S(=O)(=O)O)C)[C@]4(CC[C@@H]3[C@]2(C1)C)C)O)O)F.[Na]